C1=CC=C2C(=C1)C(=CN2)C(C#N)SC[C@@H](C(=O)O)N The molecule is an S-conjugate that is the S-cyano(1H-indol-3-yl)methyl derivative of L-cysteine. It has a role as a plant metabolite. It is a S-conjugate, a member of indoles, a nitrile and a L-cysteine thioether. It derives from an indole-3-acetonitrile. It is a tautomer of a L-Cys(IAN) zwitterion.